N[C@H](C(=O)O)CSCC=C (R)-2-Amino-3-prop-2-enylsulfanylpropanoic acid